FC1([C@H](CN(CC1)[C@H](C(=O)NC1=NC=C(C=C1)OC1=CC=CC=C1)C)C1=CNC(C=C1)=O)F (S)-2-((S)-4,4-difluoro-3-(6-oxo-1,6-dihydropyridin-3-yl)piperidin-1-yl)-N-(5-phenoxypyridin-2-yl)propionamide